(3-(azetidine-1-carbonyl)-1,2,4-oxadiazol-5-yl)methanol N1(CCC1)C(=O)C1=NOC(=N1)CO